BrC1=CC(N(C=C1)C(CN(C)C)C1=CC(=CC(=C1)F)F)=O 4-Bromo-1-(1-(3,5-difluorophenyl)-2-(dimethylamino)ethyl)pyridin-2(1H)-one